ClC1=NC=C(C(=N1)NCC1=C(C(=CC(=C1)F)F)F)C(=O)N 2-chloro-4-[(2,3,5-trifluorobenzyl)amino]pyrimidin-5-carboxamide